(2S)-N1-(1-(2-(Bicyclo[3.2.1]octan-8-ylamino)-2-oxoethyl)-2-oxo-1,2-dihydropyridin-3-yl)-2-(3,5-dimethylisoxazol-4-carboxamido)-N6-methyl-5-oxohexandiamid C12CCCC(CC1)C2NC(CN2C(C(=CC=C2)NC([C@H](CCC(C(=O)NC)=O)NC(=O)C=2C(=NOC2C)C)=O)=O)=O